2,6-dichloro-4-(4,4,5,5-tetramethyl-1,3,2-dioxaborolan-2-yl)pyridine ClC1=NC(=CC(=C1)B1OC(C(O1)(C)C)(C)C)Cl